N-{[5-(methylsulfonyl)pyridin-2-yl]methyl}-2-oxo-1-[3-(trifluoromethyl)phenyl]-1,2-dihydropyridine-3-carboxamide CS(=O)(=O)C=1C=CC(=NC1)CNC(=O)C=1C(N(C=CC1)C1=CC(=CC=C1)C(F)(F)F)=O